BrC(=CC=1C=C(C(=O)OC)C=CC1O)Br methyl 3-(2,2-dibromovinyl)-4-hydroxy-benzoate